2-(4-((2-Butyl-4-oxo-1,3-diazaspiro[4.4]non-1-en-3-yl)methyl-d2)-2-(ethoxymethyl)phenyl)-N-(4-fluoro-5-methylisoxazol-3-yl)pyridine-3-sulfonamide C(CCC)C1=NC2(C(N1C(C1=CC(=C(C=C1)C1=NC=CC=C1S(=O)(=O)NC1=NOC(=C1F)C)COCC)([2H])[2H])=O)CCCC2